8-Acetylimino-1,2,4a,5-tetrahydro-4H-benzo[b][1,4]oxazino[4,3-d][1,4]oxazin-9-carboxylic acid methyl ester COC(=O)C1=CC2=C(OCC3N2CCOC3)CC1=NC(C)=O